(R)-(4-fluorophenyl)(8-methyl-3-(3-methyl-1,2,4-thiadiazol-5-yl)-1-(2-methylpyridin-4-yl)-5,6-dihydroimidazo[1,5-a]pyrazin-7(8H)-yl)methanone FC1=CC=C(C=C1)C(=O)N1[C@@H](C=2N(CC1)C(=NC2C2=CC(=NC=C2)C)C2=NC(=NS2)C)C